2-methylpropan-2-yl 3-(6-{5-[({2-[2,4-bis(trifluoromethyl)phenyl]acetyl}(4-fluorophenyl)amino)methyl]-1,3,4-oxadiazol-2-yl}-1,2-diazin-3-yl)tetrahydropyrrole-1-carboxylate FC(C1=C(C=CC(=C1)C(F)(F)F)CC(=O)N(C1=CC=C(C=C1)F)CC1=NN=C(O1)C1=CC=C(N=N1)C1CN(CC1)C(=O)OC(C)(C)C)(F)F